C(C1=CC(OC)=C(O)C(OC)=C1)=C(C(=O)OC(CCCCC)(CC)CC)C(=O)[O-] bisethylhexyl syringylidenemalonate